C(#N)CCCCCCC1=C2C=CC(=C(C2=C[N+]2=C1C=1C=C(C(=CC1CC2)OCCCCCC#N)OC)OC)OC 13-(6-cyanohexyl)-3-((5-cyanopentyl)oxy)-2,9,10-trimethoxy-5,6-dihydroisoquinolino[3,2-a]isoquinolin-7-ium